3-METHYL-1,2,4-TRITHIANE CC1SSCCS1